I.FC1=C(C=C(C=C1)NC(=O)C=1N(C=C2C1OCC1C(NS2(=O)=O)CNC1)C)C N-(4-fluoro-3-methylphenyl)-7-methyl-2,3,3a,4,10,10a-hexahydro-1H,7H-dipyrrolo[3,4-b:3',4'-f][1,4,5]oxathiazocine-8-carboxamide 5,5-dioxide hydroiodide